1-(2-methoxyethyl)-1H-pyrazole-3-carbaldehyde COCCN1N=C(C=C1)C=O